(±)-(3R,S)-3-(4-amino-2-((methylsulfinyl)methyl)phenyl)pyrrolidine-1-carboxylic acid tert-butyl ester C(C)(C)(C)OC(=O)N1C[C@H](CC1)C1=C(C=C(C=C1)N)C[S@@](=O)C |r|